2,4-dimethyl-2,3,4,6,7,8-hexahydro-5H-chromen-5-one CC1OC=2CCCC(C2C(C1)C)=O